L-carnitine oxalate C(C(=O)O)(=O)O.O[C@@H](C[N+](C)(C)C)CC([O-])=O